ethyl 3-oxobutyrate O=C(CC(=O)OCC)C